ClC1=C(C=CC=C1F)C=1C(N(C(NC1)=O)C(C)C)=O 5-(2-chloro-3-fluoro-phenyl)-3-isopropylpyrimidine-2,4-dione